2,2-dimethyl-1,3-dioxan-5-yl-methacrylate CC1(OCC(CO1)OC(C(=C)C)=O)C